BrC=1C=CC2=C(OC3=C2C=CC=C3Br)C1 3,6-dibromodibenzofuran